3-(1H-[1,2,3]triazolo[4,5-b]pyridin-5-yl)-N-(4-isobutoxyphenyl)benzamide N1N=NC2=NC(=CC=C21)C=2C=C(C(=O)NC1=CC=C(C=C1)OCC(C)C)C=CC2